C1(=CC=C(C=C1)C(=O)[O-])C(=O)OCC ethyl benzene-1,4-dicarboxylate